4-(5-(4-((4-cyclopropyl-1-(2,6-dichlorophenyl)-1H-1,2,3-triazol-5-yl)methoxy)bicyclo[2.2.2]oct-1-yl)-1,2,4-oxadiazol-3-yl)benzoic acid C1(CC1)C=1N=NN(C1COC12CCC(CC1)(CC2)C2=NC(=NO2)C2=CC=C(C(=O)O)C=C2)C2=C(C=CC=C2Cl)Cl